3-amino-4-(2,4-dichlorophenyl)butyric acid NC(CC(=O)O)CC1=C(C=C(C=C1)Cl)Cl